Germane chloride [Cl-].[GeH4]